(2S,4r)-1-[(2S)-2-(4-cyclopropyl-triazol-1-yl)-3,3-dimethyl-butyryl]-4-hydroxy-N-[(3-isopropyl-tetrahydrofuran-3-yl)methyl]pyrrolidine-2-carboxamide trans-acetate C(C)(=O)O.C1(CC1)C=1N=NN(C1)[C@H](C(=O)N1[C@@H](C[C@H](C1)O)C(=O)NCC1(COCC1)C(C)C)C(C)(C)C